5-(2,2-difluoroethyl)-5-methyl-5,6-dihydrobenzo[4,5]imidazo[2,1-a]isoquinoline FC(CC1(CN2C(C=3C=CC=CC13)=NC1=C2C=CC=C1)C)F